O=C(CCN1C(=CN2C1SC1=C2C=CC=C1)C=1C=C(C=CC1)C)N1CCCC1 N-(3-oxo-3-(pyrrolidin-1-yl)propyl)-2-(m-tolyl)benzo[d]imidazo[2,1-b]thiazole